N-methoxy-N-methyl-3-propyl-1H-pyrazole-5-carboxamide CON(C(=O)C1=CC(=NN1)CCC)C